2-(diethylamino)ethanol tert-butyl-6,6-dimethyl-7-oxo-2-azaspiro[3.5]nonane-2-carboxylate C(C)(C)(C)C1N(CC12CC(C(CC2)=O)(C)C)C(=O)OCCN(CC)CC